2,6-dimethylpiperidino-borane CC1N(C(CCC1)C)B